C(CC)S(=O)(=O)C1=NN=C2N1C=C(C=C2)NC(=O)C=2OC=CC2 N-(3-(propanesulfonyl)-[1,2,4]triazolo[4,3-a]pyridin-6-yl)furan-2-carboxamide